BrC=1C=C(C=CC1)CNC(=O)[C@H]1N(CCC1)C(=O)OC(C)(C)C Tert-butyl (2S)-2-[(3-bromophenyl)methyl]carbamoylpyrrolidine-1-carboxylate